N1C(=CC=2C=NC=CC21)CNC(=O)[C@@H]2C[C@@H](C=1N2C(C(=NC1Cl)NCC1=CC=CC=C1)=O)CC (6S,8S)-N-((1H-pyrrolo[3,2-c]pyridin-2-yl)methyl)-3-(benzylamino)-1-chloro-8-ethyl-4-oxo-4,6,7,8-tetrahydropyrrolo[1,2-a]pyrazine-6-carboxamide